C1(CC1)C=1N=CC2=C(N1)NC=C2C2=CC=1N(C=C2)N=CC1C(=O)NC1CCN(CC1)C 5-(2-cyclopropyl-7H-pyrrolo[2,3-d]pyrimidin-5-yl)-N-(1-methylpiperidin-4-yl)pyrazolo[1,5-a]pyridine-3-carboxamide